C12(CCC(CC1)CC2)C(=O)O Bicyclo(2.2.2)octane-1-carboxylic acid